ClC=1N=C(C2=C(N1)N(C(=C2)OB(O)O)C)Cl (2,4-dichloro-7-methyl-7H-pyrrolo[2,3-d]pyrimidin-6-yl)boric acid